CC/C=C\\C/C=C\\C=C\\C(/C=C/C=C/C(C(CCCCCC(=O)O)O)O)O The molecule is a docosanoid that is (9E,11E,14E,16Z,19Z)-docosapentaenoic acid carrying three hydroxy substituents at positions 7, 8 and 13. It has a role as an anti-inflammatory agent, a human xenobiotic metabolite and a mouse metabolite. It is a docosanoid, a resolvin and a hydroxy polyunsaturated fatty acid. It is a conjugate acid of a resolvin T3(1-).